NCCC(C(=O)N)CCCCCCCCCC\C=C/CCCCCCCC aminoethyl-erucamide